di-mercaptothiadiazole S-(2-hydroxyethyl)4-methylbenzenesulfonothioate OCCS=S(=O)(O)C1=CC=C(C=C1)C.SC1=C(N=NS1)S